tri(methylcyclopentadiene) yttrium [Y].CC1=CC=CC1.CC1=CC=CC1.CC1=CC=CC1